[(3R,4R)-4-[(2-{3-[(4-methanesulfonyl-2-methoxyphenyl)amino]prop-1-yn-1-yl}-1-(2,2,2-trifluoroethyl)-1H-indol-4-yl)amino]-3-methylpiperidin-1-yl]-3-methoxypropan-2-ol CS(=O)(=O)C1=CC(=C(C=C1)NCC#CC=1N(C2=CC=CC(=C2C1)N[C@H]1[C@@H](CN(CC1)CC(COC)O)C)CC(F)(F)F)OC